(S)-2,5-diaminopentanoic acid N[C@H](C(=O)O)CCCN